Dioxapentan-2-one OC(OCC)=O